2,3'-dichlorobenzidine ClC1=C(C=CC(=C1)N)C1=CC(=C(N)C=C1)Cl